2-fluoro-6-(2H-1,2,3-triazol-2-yl)phenyl-Methanone FC1=C(C(=CC=C1)N1N=CC=N1)C=O